(2R,4R)-6-chloro-4-hydroxy-N-(4-{5-[cis-3-(trifluoromethoxy)cyclobutyl]-1,3-oxazol-2-yl}bicyclo[2.2.2]octan-1-yl)-3,4-dihydro-2H-1-benzopyran-2-carboxamide ClC=1C=CC2=C([C@@H](C[C@@H](O2)C(=O)NC23CCC(CC2)(CC3)C=3OC(=CN3)[C@@H]3C[C@@H](C3)OC(F)(F)F)O)C1